ClC=1C=C(C=C(C1)C1=NC=CC(=N1)C(F)(F)F)C1=NN(N=C1C#N)COC(CCC)=O butyric acid 4-[3-chloro-5-(4-trifluoromethylpyrimidin-2-yl)-phenyl]-5-cyano-2H-[1,2,3]triazol-2-ylmethyl ester